Tetrakis-(2,4-di-tert-butylphenyl)-[1,1-biphenyl]-4,4'-diylbis-phosphonit C(C)(C)(C)C1=C(C=CC(=C1)C(C)(C)C)OP(OC1=C(C=C(C=C1)C(C)(C)C)C(C)(C)C)C1=CC=C(C=C1)C1=CC=C(C=C1)P(OC1=C(C=C(C=C1)C(C)(C)C)C(C)(C)C)OC1=C(C=C(C=C1)C(C)(C)C)C(C)(C)C